(6S)-2-methyl-spiro[4,6-dihydro-cyclopenta[d]thiazol-5,4'-piperidin]-6-amine hydrochloride Cl.CC=1SC2=C(N1)CC1(CCNCC1)[C@@H]2N